COC=1C=C2CCNC(C2=CC1OC)C(C(C)=O)C1=C(C=C(C=C1)OC)OC (6,7-dimethoxy-1,2,3,4-tetrahydroisoquinolinyl)-1-(2,4-dimethoxyphenyl)propanone